5-(4-(6-((1R,2R,3S,5S)-2-fluoro-9-azabicyclo[3.3.1]non-3-yloxy)pyridazin-3-yl)-3-hydroxyphenyl)-3-methyloxazol-2(3H)-one F[C@@H]1[C@H]2CCC[C@@H](C[C@@H]1OC1=CC=C(N=N1)C1=C(C=C(C=C1)C1=CN(C(O1)=O)C)O)N2